FC1=C(C=C(C=C1)F)C1=NN([C@@](S1)(C1=CC=CC=C1)CCCNC(OC(C)(C)C)=O)C(=O)[N+]1(C=NC=C1)C tert-butyl N-[3-[(2S)-5-(2,5-difluorophenyl)-3-(1-methylimidazol-1-ium-1-carbonyl)-2-phenyl-1,3,4-thiadiazol-2-yl]propyl]carbamate